BrC1=CSC2=CC=3C=CC=NC3C=C21 3-bromothieno[2,3-g]quinoline